C(C1=CC=CC=C1)C1(C[C@@H]2[C@@H](CN(C2)CC(O)C=2C=CC(=NC2)NC(C)=O)C1)O rac-N-(5-(2-((3aR,5r,6aS)-5-benzyl-5-hydroxyhexahydrocyclopenta[c]pyrrol-2(1H)-yl)-1-hydroxyethyl)pyridin-2-yl)acetamide